O[C@H]1C(N(CC1)C1CCN(CC1)C(=O)OC(C)(C)C)=O tert-butyl (R)-4-(3-hydroxy-2-oxopyrrolidin-1-yl)piperidine-1-carboxylate